(S)-N-(3-chloro-4-cyanophenyl)-2-methyloxirane-2-carboxamide ClC=1C=C(C=CC1C#N)NC(=O)[C@]1(OC1)C